O1CCOC12CCC(CCC2)=O 1,4-dioxaspiro[4.6]undecan-8-one